C1(=CC=CC=C1)SCN1C(\C(\C2=CC=CC=C12)=C\1/NC2=CC=CC=C2C1=O)=O (Z)-1'-((phenylthio)methyl)-[2,3'-biindolinylidene]-2',3-dione